BrC1=CC2=C(N=C(N=C2)C=2C(=NC=NC2OC)C2CC2)N(C1=O)CC1=CC=C(C=C1)N1N=C(C=C1C)C(F)(F)F 6-bromo-2-(4-cyclopropyl-6-methoxypyrimidin-5-yl)-8-({4-[5-methyl-3-(trifluoromethyl)pyrazol-1-yl]phenyl}methyl)pyrido[2,3-d]pyrimidin-7-one